NCCOCCOCCOCCNC(=O)O 13-amino-5,8,11-trioxa-2-azatridecanoic acid